ethyl (3S)-3-[(tert-butoxycarbonyl)amino]-3-[5-(difluoromethyl)-4-fluoro-2'-hydroxy-6'-methyl-[1,1'-biphenyl]-3-yl]propanoate C(C)(C)(C)OC(=O)N[C@@H](CC(=O)OCC)C=1C=C(C=C(C1F)C(F)F)C1=C(C=CC=C1C)O